5-(3-dithianyl)-3-oxopentanoic acid S1SC(CCC1)CCC(CC(=O)O)=O